Cl.CC1=NC(=CC2=CC=CC=C12)NC1CCNCC1 methyl-N-(piperidin-4-yl)isoquinolin-3-amine hydrochloride